C1(CC1)S(=O)(=O)N1N=CC(=C1)C1=NC=CC(=N1)NC1=NC=C(C(=C1)NC1CCC(CC1)O)C#CC1[C@@H](OCC1)C(F)(F)F (1s,4s)-4-((2-((2-(1-(Cyclopropylsulfonyl)-1H-pyrazol-4-yl)pyrimidin-4-yl)amino)-5-(((2R)-2-(trifluoromethyl)tetrahydrofuran-3-yl)ethynyl)pyridin-4-yl)amino)cyclohexan-1-ol